tert-butyl 3-(2-(4-((2-(3-((2-methoxy-4-(methylcarbamoyl)phenyl)amino)prop-1-yn-1-yl)-1-(2,2,2-trifluoroethyl)-1H-indol-4-yl)amino)piperidin-1-yl)ethoxy)propanoate COC1=C(C=CC(=C1)C(NC)=O)NCC#CC=1N(C2=CC=CC(=C2C1)NC1CCN(CC1)CCOCCC(=O)OC(C)(C)C)CC(F)(F)F